tert-butyl (R)-2-(2-((2-methyl-1-((3-(trifluoromethyl)pyridin-2-yl)oxy)propan-2-yl)amino)-2-oxoethyl)pyrrolidine-1-carboxylate CC(COC1=NC=CC=C1C(F)(F)F)(C)NC(C[C@@H]1N(CCC1)C(=O)OC(C)(C)C)=O